N-(3-chloro-4-fluorophenyl)-2-methyl-5-(3-(4,4,5,5-tetramethyl-1,3,2-dioxaborolan-2-yl)phenyl)-1,2,6-thiadiazinane-3-carboxamide 1,1-dioxide ClC=1C=C(C=CC1F)NC(=O)C1N(S(NC(C1)C1=CC(=CC=C1)B1OC(C(O1)(C)C)(C)C)(=O)=O)C